CC1=NC2=C(N1)C=C(C=C2)C(=O)O 2-(methyl)-1H-benzo[d]imidazole-6-carboxylic acid